ClC1=CC2=C(N(C(N=C2N2[C@H](CN(CC2)C(C=C)=O)C)=O)C2=C(C=CC=C2CC)CC)N=C1N1C[C@@H](CC1)F 6-chloro-1-(2,6-diethylphenyl)-7-((3R)-3-fluoro-1-pyrrolidinyl)-4-((2S)-2-methyl-4-(2-propenoyl)-1-piperazinyl)pyrido[2,3-d]pyrimidin-2(1H)-one